2-(difluoromethyl)-3,4,5,6-tetrafluoro-N,N-dimethylbenzenesulfonamide FC(C1=C(C(=C(C(=C1F)F)F)F)S(=O)(=O)N(C)C)F